ClC1=NC=CC(=C1C1=NC2=C(CN(CC2)C(=O)OC(C)(C)C)N1)C1=CC=CC=C1 tert-butyl 2-(2-chloro-4-phenylpyridin-3-yl)-3,4,6,7-tetrahydro-5H-imidazo[4,5-c]pyridine-5-carboxylate